S(N)(OC[C@@H]1OC2(O[C@H]1C1=C(C=CC=C1)[N+](=O)[O-])CCCCC2)(=O)=O ((2S,3S)-3-(2-nitrophenyl)-1,4-dioxaspiro[4.5]decan-2-yl)methyl sulfamate